C(C)C1=NOC2=C1C=C(C(=C2)OC)C2=C(C=CC(=C2)OC)S(=O)(=O)N (3-ethyl-6-methoxybenzo[d]isoxazol-5-yl)-4-methoxybenzenesulfonamide